N1(C=NC=C1)C=1C=C(C(=O)NC=2N=CSC2)C=CC1 3-(1H-imidazol-1-yl)-N-(thiazol-4-yl)benzamide